CC=1N(C=CN1)CC(=O)OCCC=C(F)F 4,4-difluorobut-3-en-1-yl 2-(2-methyl-1H-imidazol-1-yl)acetate